C(C=CC1=CCCC=C1)(=O)O 3,4-Dihydrocinnamic acid